{(1R)-1-[2-(2,5-dichlorobenzamido)acetamido]-3-methylbutyl}boronic acid ClC1=C(C(=O)NCC(=O)N[C@@H](CC(C)C)B(O)O)C=C(C=C1)Cl